C(C)NS(=O)(=O)C1=C(C=CC(=C1)COCC(C)C)C1=CN=C(S1)[C@@H]1CC[C@H](CC1)NC(OC1COC1)=O oxetan-3-yl trans-N-[4-[5-[2-(ethylsulfamoyl)-4-(isobutoxymethyl)phenyl]thiazol-2-yl]cyclohexyl]carbamate